8-(2-Phenylprop-2-yl)-3,8-diazabicyclo[3.2.1]oct-6-ene trifluoroacetate FC(C(=O)O)(F)F.C1(=CC=CC=C1)C(C)(C)N1C2CNCC1C=C2